OC1=NC=C(C=C1C(=O)Cl)C(F)(F)F 2-hydroxy-5-(trifluoromethyl)pyridine-3-carbonyl chloride